N-[6-(5-chloro-1,3-benzoxazol-2-yl)spiro[3.3]heptan-2-yl]-5-[(sulfamoylamino)methyl]furan-2-carboxamide ClC=1C=CC2=C(N=C(O2)C2CC3(CC(C3)NC(=O)C=3OC(=CC3)CNS(N)(=O)=O)C2)C1